NC1=NN(C=C1)CCN(C(OC(C)(C)C)=O)C tert-butyl N-[2-(3-aminopyrazol-1-yl)ethyl]-N-methyl-carbamate